C(C)[N+]1(CCC(CC1)=O)C 1-ethyl-1-methyl-4-oxopiperidin-1-ium